2-(1,1-difluoropropan-2-yl)-N-{2-fluoro-4-methyl-5-[8-(morpholin-4-yl)imidazo[1,2-a]pyridin-6-yl]phenyl}pyridine-4-carboxamide FC(C(C)C1=NC=CC(=C1)C(=O)NC1=C(C=C(C(=C1)C=1C=C(C=2N(C1)C=CN2)N2CCOCC2)C)F)F